4-((3'-oxo-2',3'-dihydro-1'H-spiro[cyclohexane-1,4'-pyrimido[5',4':4,5]pyrrolo[2,1-c][1,2,4]triazin]-7'-yl)amino)benzamide O=C1C2(N3C(NN1)=CC1=C3N=C(N=C1)NC1=CC=C(C(=O)N)C=C1)CCCCC2